1-(tert-Butoxycarbonyl)-2,5-dihydro-1H-pyrrole-3-carboxylic acid C(C)(C)(C)OC(=O)N1CC(=CC1)C(=O)O